COC(C1=C(C=C(C(=C1)[N+](=O)[O-])OC)C1=NN(C=N1)C(C)C)=O (1-isopropyl-1H-1,2,4-triazol-3-yl)-4-methoxy-5-nitrobenzoic acid methyl ester